BrC=1C(=NN(C1)C(C)C)C1=NC=C(C=C1)F 2-(4-bromo-1-isopropyl-1H-pyrazol-3-yl)-5-fluoropyridine